tert-butyl 1-((R)-(5-fluoropyridin-3-yl)(hydroxy)methyl)-4-methyl-7-azabicyclo[2.2.1]-heptane-7-carboxylate FC=1C=C(C=NC1)[C@H](C12CCC(CC1)(N2C(=O)OC(C)(C)C)C)O